FC(C1=NN=C(O1)C=1C=CC(=NC1)CN1C(C2=CC=CC=C2CC1=O)=O)F 2-((5-(5-(difluoromethyl)-1,3,4-oxadiazole-2-yl)pyridine-2-yl)methyl)isoquinoline-1,3(2H,4H)-dione